C(C)(CCCCCCCCCC)S(=O)(=O)[O-].[Na+] sodium secondary dodecyl-sulfonate